9,9',9''-(4-(3-(6-phenylpyridin-2-yl)phenyl)pyridine-2,3,6-triyl)tris(3,6-diphenyl-9H-carbazole) C1(=CC=CC=C1)C1=CC=CC(=N1)C=1C=C(C=CC1)C1=C(C(=NC(=C1)N1C2=CC=C(C=C2C=2C=C(C=CC12)C1=CC=CC=C1)C1=CC=CC=C1)N1C2=CC=C(C=C2C=2C=C(C=CC12)C1=CC=CC=C1)C1=CC=CC=C1)N1C2=CC=C(C=C2C=2C=C(C=CC12)C1=CC=CC=C1)C1=CC=CC=C1